tert-butyl (trans-4-((5-fluoro-4-(4-fluoro-1-isopropyl-2-methyl-1H-benzo[d]imidazol-6-yl) pyrimidin-2-yl) amino) cyclohexyl) orthoformate C(OC(C)(C)C)(O[C@@H]1CC[C@H](CC1)NC1=NC=C(C(=N1)C=1C=C(C2=C(N(C(=N2)C)C(C)C)C1)F)F)[O-]